3-[(3-fluoro-2-methoxyphenyl)amino]-2-(3-{2-[(2S)-2-methyl-1-(prop-2-enoyl)pyrrolidin-2-yl]ethynyl}pyridin-4-yl)-1H,5H,6H,7H-pyrrolo[3,2-c]pyridin-4-one FC=1C(=C(C=CC1)NC1=C(NC2=C1C(NCC2)=O)C2=C(C=NC=C2)C#C[C@]2(N(CCC2)C(C=C)=O)C)OC